3-((3-(2-(5-bromo-2-oxopyridin-1(2H)-yl)propanoyl)-2,5-dimethyl-1H-pyrrol-1-yl)methyl)benzonitrile BrC=1C=CC(N(C1)C(C(=O)C1=C(N(C(=C1)C)CC=1C=C(C#N)C=CC1)C)C)=O